methyl 4-(3-(tert-butoxycarbonyl)-4-methoxyphenyl)-2-oxabicyclo[2.1.1]hexane-1-carboxylate C(C)(C)(C)OC(=O)C=1C=C(C=CC1OC)C12COC(C1)(C2)C(=O)OC